[NH+]=1NN=NC1.N=NC=NN formazan tetrazolium salt